FC1=CC=C(C=C1)[C@@H]([C@H]1CN2C(C=3N1N=CC(C3O)=O)=NC=C2)C2=CC=CC=C2 (S)-6-((S)-(4-fluorophenyl)(phenyl)methyl)-11-hydroxy-5,6-dihydro-10H-imidazo[2',1':3,4]pyrazino[1,2-b]pyridazin-10-one